N-[3-[(1S)-2-(4-fluoroanilino)-1-methyl-2-oxo-ethyl]-1-bicyclo[1.1.1]pentanyl]-2-(trifluoromethyl)pyridin-1-ium-4-carboxamide FC1=CC=C(NC([C@@H](C)C23CC(C2)(C3)NC(=O)C3=CC(=[NH+]C=C3)C(F)(F)F)=O)C=C1